4-methoxy-2,6-dimethylbenzenesulfonamide COC1=CC(=C(C(=C1)C)S(=O)(=O)N)C